C(CCCCCCCCCCC)(=O)NCCS(=O)(=O)O.NCCS(=O)(=O)OC(CCCCCCCCCCC)=O Lauroyl Taurate (Lauroyl Taurate)